(20R)-23-amino-17-fluoro-20-methyl-21-oxa-4,6,9,24-tetraazapentacyclo[20.3.1.02,6.08,13.014,19]hexacosa-1(25),2,4,8(13),9,11,14,16,18,22(26),23-undecaene-3-carbonitrile NC=1C=2O[C@@H](C3=CC(=CC=C3C=3C=CC=NC3CN3C=NC(=C3C(=CN1)C2)C#N)F)C